(R,E)-2-cyano-N-(1-phenylethyl)-3-(1H-pyrrolo[2,3-b]pyridin-3-yl)acrylamide C(#N)/C(/C(=O)N[C@H](C)C1=CC=CC=C1)=C\C1=CNC2=NC=CC=C21